S1C2=C(C(=C1)C(=O)NC=1C=C(C=C3C(N[C@H](C13)C1=C(C=CC=C1)C)=O)C(=O)NC)C=CC=C2 (S)-7-(Benzo[b]thiophene-3-carboxamido)-N-methyl-3-oxo-1-(o-tolyl)isoindoline-5-carboxamide